C1(CC1)CN1N=CC(=C1)C1=C(N=C2N(C1=O)C=C(N2C)C)C(F)(F)F 6-[1-(cyclopropylmethyl)-1H-pyrazol-4-yl]-1,2-dimethyl-7-(trifluoromethyl)-1H,5H-imidazo[1,2-a]pyrimidin-5-one